ClC1=NC(=CC(=C1C(=O)O)N)Cl 2,6-dichloro-4-aminopyridine-3-carboxylic acid